CC1=CC=C(C=C1)S(=O)(=O)C1CCC(CC1)C(=O)OC Methyl (1S,4S)-4-(p-toluenesulfonyl)cyclohexane-1-carboxylate